(6-Amino-9H-purin-8-yl)methyl-carbamic acid tert-butyl ester C(C)(C)(C)OC(NCC=1NC2=NC=NC(=C2N1)N)=O